C(C)(C)(C)OC(=O)N1CC(C1)([C@H](C)NC(=O)C1=CC2=CC=CC(=C2C=C1)OC1=CC=C(C=C1)C(F)(F)F)F (S)-3-fluoro-3-(1-(5-(4-(trifluoromethyl)phenoxy)-2-naphthamido)ethyl)azetidine-1-carboxylic acid tert-butyl ester